C1(CC1)C1=NC(=CC(=C1)C(=O)N1CC=2N=C(OC2C1)C(=O)N1CC2=C(CC1)NN=N2)OCC2CCOCC2 [2-Cyclopropyl-6-(oxan-4-ylmethoxy)pyridin-4-yl]-[2-(1,4,6,7-tetrahydrotriazolo[4,5-c]pyridin-5-carbonyl)-4,6-dihydropyrrolo[3,4-d][1,3]oxazol-5-yl]methanon